S'-((1,3,5-triazinane-1,3,5-triyl) tris(propane-3,1-diyl)) tris(naphthalene-2-thiosulfonate) C1=C(C=CC2=CC=CC=C12)S(=O)(OCCCN1CN(CN(C1)CCCOS(=O)(=S)C1=CC2=CC=CC=C2C=C1)CCCOS(=O)(=S)C1=CC2=CC=CC=C2C=C1)=S